C[Si](C)(C)C(C#C[Si](C)(C)C)CCC bis(trimethylsilyl)hexyne